NC1=NC=2C(=CC=CC2C=2N1C=C(N2)C(=O)N2CCC(CC2)(F)F)OC (5-amino-7-methoxyimidazo[1,2-c]quinazolin-2-yl)(4,4-difluoropiperidin-1-yl)methanone